NC1C(CCCC1)=O amino-cyclohexane-1-one